CN1CC(CC1)N1C(=NC2=C1C=CC(=C2)C(=O)O)NC=2SC1=C(N2)C=CC(=C1)OC(F)(F)F 1-(1-methylpyrrolidin-3-yl)-2-((6-(trifluorometh-oxy)benzo[d]thiazol-2-yl)amino)-1H-benzo[d]-imidazole-5-carboxylic acid